N-(2-aminophenyl)-8-(4-(pyridin-3-yl)-1H-1,2,3-triazole-1-yl)octanamide NC1=C(C=CC=C1)NC(CCCCCCCN1N=NC(=C1)C=1C=NC=CC1)=O